C1(=CC=CC=C1)C12C[C@H](C(C1)(C2)C(=O)C2=CC=C(C=C2)C)C2=NC=CC=C2 ((1R,2R,4S)-4-phenyl-2-(pyridin-2-yl)bicyclo[2.1.1]hexan-1-yl)(p-tolyl)methanone